Cl\C(\F)=N\O[P@@](OCO[C@H](CN(C)C)COC1=C(C=CC=C1)CCC1=CC(=CC=C1)OC)(=O)F (((R)-1-(dimethylamino)-3-(2-(3-methoxyphenethyl)phenoxy) propan-2-yl)oxy)methyl (S)-((((E)-chlorofluoromethylene)amino)oxy)phosphonofluoridate